6-((R)-2-((3aS,5S,6aR)-5-(2,6-difluorophenoxy)-3a-hydroxycyclopenta[c]pyrrol-2(1H)-yl)-1-hydroxyethyl)-3,4-dihydroquinolin-2(1H)-one FC1=C(OC2=C[C@@]3(C(CN(C3)C[C@H](O)C=3C=C4CCC(NC4=CC3)=O)=C2)O)C(=CC=C1)F